S1C(=CC=C1)CCCN1C[C@@H](C([C@@H](C1)O)O)O (3S,4r,5R)-1-(3-(thiophen-2-yl)propyl)piperidine-3,4,5-triol